O=C1NC2=C(C=CC=C2C=C1C(=O)N)C(F)(F)F 2-oxo-8-(trifluoromethyl)-1H-quinoline-3-carboxamide